3-(T-BUTYLDIMETHYLSILYLOXY)-4-CHLORO-2-FLUOROPHENYLBORONIC ACID [Si](C)(C)(C(C)(C)C)OC=1C(=C(C=CC1Cl)B(O)O)F